1-ethylcyclopentene C(C)C1=CCCC1